methyl (R)-1-(6-(benzyloxy)pyridin-2-yl)-2-methylpyrrolidine-2-carboxylate C(C1=CC=CC=C1)OC1=CC=CC(=N1)N1[C@](CCC1)(C(=O)OC)C